3,5-dibromosalicyl isophthalate C(C1=CC(C(=O)[O-])=CC=C1)(=O)OCC=1C(O)=C(C=C(C1)Br)Br